C(C)(C)(C)OC(=O)N1CCC(CC1)CNC1=C(N=NC(=C1)Cl)Cl.BrC1=CC=CC=2N(C(NC21)=O)C2CCC(CC2)C(=O)NC=2C=CC=C1C=NNC21 4-(4-bromo-2-oxo-2,3-dihydro-1H-1,3-benzodiazol-1-yl)-N-(1H-indazol-7-yl)cyclohexane-1-carboxamide tert-butyl-4-((3,6-dichloropyridazin-4-ylamino)methyl)piperidine-1-carboxylate